5-[4-(4-amino-1-piperidyl)phenyl]-3-[3-[[ethyl(methyl)sulfamoyl]amino]-2,6-difluoro-benzoyl]-1H-pyrrolo[2,3-b]pyridine hydrochloride Cl.NC1CCN(CC1)C1=CC=C(C=C1)C=1C=C2C(=NC1)NC=C2C(C2=C(C(=CC=C2F)NS(N(C)CC)(=O)=O)F)=O